C(CCCCCCCCCCCC=CCCCCCCCCCC)(=O)O 13-Tetracosenoic acid